tert-butyl 3-(6-cyclopropyl-2-((1,3-dioxoisoindolin-2-yl)methyl)imidazo[1,2-a]pyridin-8-yl)azetidine-1-carboxylate C1(CC1)C=1C=C(C=2N(C1)C=C(N2)CN2C(C1=CC=CC=C1C2=O)=O)C2CN(C2)C(=O)OC(C)(C)C